N-(2-butylpentyl)-bicyclo[2.2.1]Hept-5-ene-2,3-dicarboximide C(CCC)C(CN1C(=O)C2C3C=CC(C2C1=O)C3)CCC